sulfonyl-alanine S(=O)(=O)=N[C@@H](C)C(=O)O